[Br-].C(CCCCCCCCC)[N+]1=C(N(C=C1)C)C 3-decyl-1,2-dimethyl-1H-imidazol-3-ium bromide